N-(2-bromo-4-chlorophenyl)-2-(hydroxyimino)acetamide BrC1=C(C=CC(=C1)Cl)NC(C=NO)=O